CN1CC(NC2=CC=CC=C12)=O 4-methyl-3,4-dihydroquinoxalin-2(1H)-one